2-(benzo[c]isoxazole-3-carbonyl)-9,9-dimethyl-8-oxo-2-azaspiro[4.5]dec-6-ene-7-carbonitrile N=1OC(=C2C1C=CC=C2)C(=O)N2CC1(CC2)C=C(C(C(C1)(C)C)=O)C#N